(2s,4s)-2-((2R,4S)-4-(3-(tert-butyl)phenyl)-2-methylpiperidin-1-carbonyl)-7-oxa-5-azaspiro[3.4]octan-6-one C(C)(C)(C)C=1C=C(C=CC1)[C@@H]1C[C@H](N(CC1)C(=O)C1CC2(C1)NC(OC2)=O)C